FC=1C(=NC(=NC1)N1CCC(CC1)(C(=O)N1OCC[C@H]1C=1C=NC=NC1)C)OCC#N 2-[5-fluoro-2-[4-methyl-4-[(3S)-3-pyrimidin-5-yl-isoxazolidine-2-carbonyl]-1-piperidinyl]pyrimidin-4-yl]oxyacetonitrile